4-(4-(2-((1,3-dioxoisoindolin-2-yl)oxy)-2-(2-(4-methoxybenzyl)-2H-tetrazol-5-yl)ethoxy)phenyl)-2-methyl-1H-pyrazol-2-ium iodide [I-].O=C1N(C(C2=CC=CC=C12)=O)OC(COC1=CC=C(C=C1)C=1C=[N+](NC1)C)C=1N=NN(N1)CC1=CC=C(C=C1)OC